4-(4-Piperidinylmethyl)piperazine-1-carboxylic acid tert-butyl ester C(C)(C)(C)OC(=O)N1CCN(CC1)CC1CCNCC1